tert-Butyl (2S)-2-(3-fluorophenyl)-4-(2,2,2-trifluoro-N-methylacetamido)piperidine-1-carboxylate FC=1C=C(C=CC1)[C@H]1N(CCC(C1)N(C(C(F)(F)F)=O)C)C(=O)OC(C)(C)C